NC1=NC=C(C2=C1COC2)NC(C(=O)N(CC2=NC=C(C=C2)C(F)(F)F)C(C)C2=C(C=CC=C2)F)=O N1-(4-amino-1,3-dihydrofuro[3,4-c]pyridin-7-yl)-N2-(1-(2-fluorophenyl)ethyl)-N2-((5-(trifluoromethyl)pyridin-2-yl)methyl)oxalamide